Cl.C12CN(CC(CC1)N2)C2=C1C(=NC=C2)NC(=C1)C1=C(C(=NC=C1)OC)F 4-(3,8-diazabicyclo[3.2.1]oct-3-yl)-2-(3-fluoro-2-methoxypyridin-4-yl)-1H-pyrrolo[2,3-b]pyridine hydrochloride